2-{4-[5-chloro-2-(4-chloro-1H-1,2,3-triazol-1-yl)phenyl]-5-methoxy-2-oxopyridin-1(2H)-yl}-N-[2-(difluoromethyl)-2H-indazol-5-yl]butanamide ClC=1C=CC(=C(C1)C1=CC(N(C=C1OC)C(C(=O)NC1=CC2=CN(N=C2C=C1)C(F)F)CC)=O)N1N=NC(=C1)Cl